NC1=NC(=C(C(=N1)C)CC=1C=C(C(=O)O)C=CC1OC)NC(CCSC)CCCC 3-((2-amino-4-methyl-6-((1-(methylthio)heptan-3-yl)amino)pyrimidin-5-yl)methyl)-4-methoxybenzoic acid